5-(3-((cyclopropylamino)methyl)azetidin-1-yl)-N-(8-fluoro-2-methylimidazo[1,2-a]pyridin-6-yl)pyrazine-2-carboxamide C1(CC1)NCC1CN(C1)C=1N=CC(=NC1)C(=O)NC=1C=C(C=2N(C1)C=C(N2)C)F